FC1(CNC(N(C1)[C@H](COC)C1=CC=2N(N=C1)C=C(N2)[C@H](COC(C(F)(F)F)(C)C)NC(OC(C)(C)C)=O)=O)F tert-Butyl ((R)-1-(7-((S)-1-(5,5-difluoro-2-oxotetrahydropyrimidin-1(2H)-yl)-2-methoxyethyl)imidazo[1,2-b]pyridazin-2-yl)-2-((1,1,1-trifluoro-2-methylpropan-2-yl)oxy)ethyl)carbamate